(E)-1-(2-hydroxy-4,6-dimethoxyphenyl)-3-(3-hydroxy-4-methoxyphenyl)prop-2-en-1-one OC1=C(C(=CC(=C1)OC)OC)C(\C=C\C1=CC(=C(C=C1)OC)O)=O